COC(=O)C1CCC(CC1)NC(C1=CC(=C(C=C1)N)F)=O (1r,4r)-4-(4-amino-3-fluorobenzamido)cyclohexane-1-carboxylic acid methyl ester